4-(benzyloxy)-3-(5-(2-((2-(trimethylsilyl)ethoxy)methyl)-2H-tetrazol-5-yl)pyridin-3-yl)phenyl benzylcarbamate C(C1=CC=CC=C1)NC(OC1=CC(=C(C=C1)OCC1=CC=CC=C1)C=1C=NC=C(C1)C=1N=NN(N1)COCC[Si](C)(C)C)=O